C(#N)C(=C(C(=O)[O-])O)C1=CC=CC=C1 cyano-hydroxycinnamate